1-phenyl-3-(2-(undecane-2-yl)-1,3-dioxolan-4-yl)butan-1-one C1(=CC=CC=C1)C(CC(C)C1OC(OC1)C(C)CCCCCCCCC)=O